FC1=C(C(=O)O)C=C(C(=N1)C1=C(C=CC=C1OC)F)F 2,5-difluoro-6-(2-fluoro-6-methoxyphenyl)nicotinic acid